3-bromo-6-chloropyridinecarboxylic acid tert-butyl ester C(C)(C)(C)OC(=O)C1=NC(=CC=C1Br)Cl